CC1=CC=2N(N=C1N1CC=3C=C(C=NC3CC1)CC=1C=NC=CC1)C(C=CN2)=O 8-methyl-7-(3-(pyridin-3-ylmethyl)-7,8-dihydro-1,6-naphthyridin-6(5H)-yl)-4H-pyrimido[1,2-b]pyridazin-4-one